[Xe].[Cs] cesium xenon